1,1,1,3,3,3-hexafluoro-propan-2-yl (R or S)-1-((2-(trifluoro-methyl)pyridin-3-yl)carbamoyl)-6-aza-spiro[2.5]octane-6-carboxylate FC(C1=NC=CC=C1NC(=O)[C@@H]1CC12CCN(CC2)C(=O)OC(C(F)(F)F)C(F)(F)F)(F)F |o1:11|